p-menth-1,3-dien-7-al C1(=CC=C(CC1)C(C)C)C=O